4-(1,2,4,5-tetrazin-3-yl)benzamide tert-butyl-9-(1-(1-((benzyloxy)carbonyl)piperidin-4-yl)ethyl)-3,9-diazaspiro[5.5]undecane-3-carboxylate C(C)(C)(C)OC(=O)N1CCC2(CC1)CCN(CC2)C(C)C2CCN(CC2)C(=O)OCC2=CC=CC=C2.N2=NC(=NN=C2)C2=CC=C(C(=O)N)C=C2